2-{[(3R,6R)-1-{[4-Chloro-2-(2H-1,2,3-triazol-2-yl)phenyl]carbonyl}-6-methylpiperidin-3-yl]oxy}-4-methylpyridine-3-carbonitrile ClC1=CC(=C(C=C1)C(=O)N1C[C@@H](CC[C@H]1C)OC1=NC=CC(=C1C#N)C)N1N=CC=N1